1-(5-bromopyridin-3-yl)-3-methylcyclobutane-1-carboxylic acid BrC=1C=C(C=NC1)C1(CC(C1)C)C(=O)O